4-((2-(dimethylphosphoryl)phenyl)amino)-2-((4-(methoxycarbamoyl)phenyl)amino)pyrimidine-5-carboxylic acid CP(=O)(C)C1=C(C=CC=C1)NC1=NC(=NC=C1C(=O)O)NC1=CC=C(C=C1)C(NOC)=O